1-(4-(3-Amino-1H-indazol-5-yl)pyridin-2-yl)-3-(pyridin-3-yl)urea Ethyl-(4-(3-amino-1H-indazol-5-yl)pyridin-2-yl)carbamate C(C)N(C(O)=O)C1=NC=CC(=C1)C=1C=C2C(=NNC2=CC1)N.NC1=NNC2=CC=C(C=C12)C1=CC(=NC=C1)NC(=O)NC=1C=NC=CC1